NC=1C=2N(C3=CC(=C(C=C3N1)F)C(=O)N1[C@@H]3[C@H](O[C@H](C1)C)CC=1C(=C(C=CC13)C(F)(F)F)F)C=NC2 (4-amino-7-fluoroimidazo[1,5-a]quinoxalin-8-yl)((2S,4aS,9aR)-8-fluoro-2-methyl-7-(trifluoromethyl)-2,3,9,9a-tetrahydroindeno[2,1-b][1,4]oxazin-4(4aH)-yl)methanone